N1C=NC2=C1C=C(C=C2)N2C(OC[C@@H]2C2=CC(=CC=C2)F)=O (S)-3-(1H-benzo[d]imidazol-6-yl)-4-(3-fluorophenyl)oxazolidin-2-one